C(#N)N1C[C@H](CC1)N1CC(C1)N1N=CC(=C1C)C=1C=C(C=2N(C1)N=CC2C#N)N[C@H](C)C2=NC=CC=C2 6-[1-[1-[(3S)-1-Cyanopyrrolidin-3-yl]azetidin-3-yl]-5-methyl-pyrazol-4-yl]-4-[[(1R)-1-(2-pyridyl)ethyl]amino]pyrazolo[1,5-a]pyridine-3-carbonitrile